2-Chloro-5,6,7,8-tetrahydropyrido[4,3-b]pyridine hydrochloride Cl.ClC1=CC=C2C(=N1)CCNC2